FC1=CC=C2C(=CNC2=C1)C(=O)N[C@@H]1CCC2=CC(=C3C=C(N=CC3=C21)C2CC2)S(NCC(C)(C)F)(=O)=O |o1:13| 6-fluoro-N-[(9R*)-3-cyclopropyl-5-[(2-fluoro-2-methylpropyl)sulfamoyl]-8,9-dihydro-7H-cyclopenta[h]isoquinolin-9-yl]-1H-indole-3-carboxamide